C(CCCCCC(=O)OCC(CCCCCCCC)CCCCCC)(=O)OCC(COC(CCCCCCC\C=C\C\C=C\CCCCC)=O)OC(CCCN(C)C)=O 1-(2-((4-(dimethylamino) butanoyl) oxy)-3-(((9e,12e)-octadeca-9,12-dienoyl) oxy) propyl) 7-(2-hexyldecyl) pimelate